N-[(3R,4S)-4-fluoro-1-[(2R)-3,3,3-trifluoro-2-hydroxy-2-methylpropanoyl]pyrrolidin-3-yl]-2-methylbenzamide F[C@@H]1[C@@H](CN(C1)C([C@@](C(F)(F)F)(C)O)=O)NC(C1=C(C=CC=C1)C)=O